1-((1s,4s)-4-(cyclohexylamino)cyclohexyl)-5-(8-methoxy-[1,2,4]triazolo[1,5-a]pyridin-6-yl)-6-methyl-1,3-dihydro-2H-benzo[d]imidazol-2-one C1(CCCCC1)NC1CCC(CC1)N1C(NC2=C1C=C(C(=C2)C=2C=C(C=1N(C2)N=CN1)OC)C)=O